1-Benzyl-3-(((3,4-dichlorophenyl)seleno)methyl)-5-(4-fluorophenyl)-3,4-dimethyl-1H-pyrrol-2(3H)-one C(C1=CC=CC=C1)N1C(C(C(=C1C1=CC=C(C=C1)F)C)(C)C[Se]C1=CC(=C(C=C1)Cl)Cl)=O